phenyl-disulfanylbenzene C1(=CC=CC=C1)C1=C(C=CC=C1)SS